ClC1=CC=C(S1)C(=O)NCC1=C2C=NNC2=CC=C1C1CC1 5-chloro-N-((5-cyclopropyl-1H-indazol-4-yl)methyl)thiophene-2-carboxamide